ClC1=C(C=CC=C1C=1N=C(C(=NC1)CN(C(OC(C)(C)C)=O)C[C@H]1NC(CC1)=O)OC)C1=C(C(=CC=C1)C1=NC(=C(C=C1)C=O)OC)Cl tert-butyl (S)-((5-(2,2'-dichloro-3'-(5-formyl-6-methoxypyridin-2-yl)-[1,1'-biphenyl]-3-yl)-3-methoxypyrazin-2-yl)methyl)((5-oxopyrrolidin-2-yl)methyl)carbamate